4-[5-(4-chlorophenyl)-3-(trifluoromethyl)-1H-pyrazol-1-yl]benzenesulfonamide ClC1=CC=C(C=C1)C1=CC(=NN1C1=CC=C(C=C1)S(=O)(=O)N)C(F)(F)F